1-(methyl-(2-oxo-2-(4-(5-(trifluoromethyl)pyrimidin-2-yl)piperazin-1-yl)ethoxy)amino)propan CN(CCC)OCC(N1CCN(CC1)C1=NC=C(C=N1)C(F)(F)F)=O